BrC=1C=C2C=NC(=NC2=C(C1)C)N(C(OC(C)(C)C)=O)C(=O)OC(C)(C)C tert-butyl N-(6-bromo-8-methyl-quinazolin-2-yl)-N-tert-butoxycarbonyl-carbamate